methyl 3-(4-methoxy-3-nitrophenyl)isonicotinate COC1=C(C=C(C=C1)C1=C(C(=O)OC)C=CN=C1)[N+](=O)[O-]